N(=[N+]=[N-])C1CCN(CC1)C(=O)N 4-azidopiperidine-1-carboxamide